C1(=CC=CC=C1)C1=CC(=NC=C1)NC=1OC(=NN1)C1=NC=CC=C1 N-(4-phenylpyridin-2-yl)-5-(pyridin-2-yl)-1,3,4-oxadiazol-2-amine